dimethylallyl diphosphate O(P([O-])(=O)OP(=O)([O-])[O-])CC=C(C)C